2-(2-(12-isobutyl-4-oxa-8,12-diazadispiro[2.1.5.3]tridecan-8-yl)ethyl)nicotinonitrile C(C(C)C)N1CC2(OC3(CC3)C1)CCN(CC2)CCC2=C(C#N)C=CC=N2